5-((6-bromopyridin-2-yl)oxy)pentan-1-ol BrC1=CC=CC(=N1)OCCCCCO